[4-(1-methoxyethyl)-4-methylpiperidin-1-yl]aniline COC(C)C1(CCN(CC1)NC1=CC=CC=C1)C